[3-(3-propyl) phenyliminopropyl] acetate C(C)(=O)OCCC=NC1=CC(=CC=C1)CCC